hydroxymethanesulfinic acid, sodium salt [Na+].OCS(=O)[O-]